3-chloro-N-((1S)-1-(1-(5-((ethyl(methyl)(oxo)-λ6-sulfaneylidene)amino)pyridin-2-yl)-3-methyl-1H-1,2,4-triazol-5-yl)ethyl)-5-(trifluoromethoxy)benzamide ClC=1C=C(C(=O)N[C@@H](C)C2=NC(=NN2C2=NC=C(C=C2)N=S(=O)(C)CC)C)C=C(C1)OC(F)(F)F